N-(2-(dimethyl-amino)ethyl)-6-[124I]iodopyridazine-3-carboxamide CN(CCNC(=O)C=1N=NC(=CC1)[124I])C